COC=1C=C(C=CC1OC)C([C@H](C)NC([C@H]([C@H](CC)C)NC(C1=NC=CC(=C1O)OC)=O)=O)C1=CC(=C(C=C1)OC)OC N-((2S,3S)-1-(((S)-1,1-bis(3,4-dimethoxyphenyl)propan-2-yl)amino)-3-methyl-1-oxopentan-2-yl)-3-hydroxy-4-methoxypicolinamide